N-[2-methyl-4-(4,4,5,5-tetramethyl-1,3,2-dioxaborolan-2-yl)phenyl]acetamide CC1=C(C=CC(=C1)B1OC(C(O1)(C)C)(C)C)NC(C)=O